(2S,4R)-4-(2-((4'-chloro-[1,1'-biphenyl]-4-yl)amino)-2-oxoethyl)-1-(2-methylbenzofuro[3,2-d]pyrimidin-4-yl)pyrrolidine-2-carboxylic acid ClC1=CC=C(C=C1)C1=CC=C(C=C1)NC(C[C@H]1C[C@H](N(C1)C=1C2=C(N=C(N1)C)C1=C(O2)C=CC=C1)C(=O)O)=O